phosphoric acid tri(1-iodopropyl) ester IC(CC)OP(OC(CC)I)(OC(CC)I)=O